N-((4-ethylmorpholin-2-yl)methyl)-4-isopropyl-5-(8-methyl-[1,2,4]triazolo[1,5-a]pyridin-6-yl)-1H-pyrazole-3-carboxamide C(C)N1CC(OCC1)CNC(=O)C1=NNC(=C1C(C)C)C=1C=C(C=2N(C1)N=CN2)C